C(C=C)(=O)O.C(C(=C)C)(=O)OCC Ethyl methacrylate acrylate